C(C)(C)(C)OC(\C=C\C=1C=CC=2C=3C=C(C=C4C=C(C=C(C5=CC=CC1C52)C43)C(C)(C)C)C(C)(C)C)=O (E)-3-(8,11-di-tert-butylperylene-3-yl)acrylic acid tert-butyl ester